ethyl 3-hydroxy-3-(2-methoxypyridin-4-yl)butanoate OC(CC(=O)OCC)(C)C1=CC(=NC=C1)OC